C1=C(C=CC2=CC=CC=C12)S(=O)(=O)C(=[N+]=[N-])C(C1=CC=CC=C1)=O 2-naphthylsulfonylbenzoyl-diazomethane